OC=1C(=C(C(=O)O)C=CC1)C(C=CC1=CC=C(C=C1)C)=O 3-Hydroxy-2-[3-(4-methylphenyl)prop-2-enoyl]benzoic acid